4-[5-({[4-(aminomethyl)phenyl]methyl}(methyl)amino)-4-fluoro-1-(thiophene-3-carbonyl)-1H-pyrazol-3-yl]-N,N,3-trimethyl-5-oxopiperidine-1-carboxamide NCC1=CC=C(C=C1)CN(C1=C(C(=NN1C(=O)C1=CSC=C1)C1C(CN(CC1=O)C(=O)N(C)C)C)F)C